O=C1NC(CCC1N1C(C2=CC=C(C=C2C1=O)N1CCC2(CCN(CC2)CC=O)CC1)=O)=O 2-(9-(2-(2,6-dioxopiperidin-3-yl)-1,3-dioxoisoindolin-5-yl)-3,9-diazaspiro[5.5]undec-3-yl)acetaldehyde